2-(1H-pyrazol-4-yl)-7-(pyrrolidine-1-carbonyl)-12-oxa-3-thia-6-azatricyclo[6.4.1.04,13]-trideca-1,4(13),7-trien-5-one N1N=CC(=C1)C1=C2OCCCC3=C(NC(C(S1)=C23)=O)C(=O)N2CCCC2